CC(N=C(C1=CC=CC=C1)C1=CC=CC=C1)C(=O)O methyl-diphenylmethyleneglycine